C(#N)CC(C1CCCC1)N([C@@H](CC1=CC=CC=C1)C(=O)O)C(C)=O (S)-2-cyano-1-cyclopentylethylacetyl-L-phenylalanine